FC1(CN(CC1(C)C)C1=NC=NN2C1=CC(=C2)C=2C(=NC(=NC2)OC)OC)F 4-(3,3-difluoro-4,4-dimethyl-pyrrolidin-1-yl)-6-(2,4-dimethoxypyrimidin-5-yl)pyrrolo[2,1-f][1,2,4]triazine